FC1=CC2=CN(N=C2C(=C1)C(=O)N)C1=CC=C(C=C1)N1N=CC=C1 5-fluoro-2-[4-(1H-pyrazol-1-yl)phenyl]-2H-indazole-7-carboxamide